C(C)(=O)N[C@H]1C[C@H](CCC1)C(=O)NC1=NC=C(C(=C1)C1=C2N(N=C1)CC(C2)C)Cl (1s,3r)-3-acetamido-N-(5-chloro-4-(5-methyl-5,6-dihydro-4H-pyrrolo[1,2-b]pyrazol-3-yl)pyridin-2-yl)cyclohexanecarboxamide